(12R,13S)-12-acetyl-9,13,17-trihydroxy-5,10,16,21-tetramethoxy-13-methylhexacyclo[13.8.0.02,11.03,8.04,22.018,23]tricosa-1(15),2(11),3(8),4(22),5,9,16,18(23),20-nonaen-7,19-dione C(C)(=O)[C@@H]1C=2C(=C(C=3C(C=C(C=4C3C2C=2C=3C4C(=CC(C3C(=C(C2C[C@]1(C)O)OC)O)=O)OC)OC)=O)O)OC